C1(CC1)CN1N=NN=C1C(CC(F)F)N1N=C(C(=C1)NC([C@H](C1CCC(CC1)(F)F)NC(=O)C=1N(N=CC1)C(C)C)=O)F N-[(1S)-2-[[1-[1-[1-(cyclopropyl-methyl)tetrazol-5-yl]-3,3-difluoro-propyl]-3-fluoro-pyrazol-4-yl]amino]-1-(4,4-difluorocyclohexyl)-2-oxo-ethyl]-2-isopropyl-pyrazole-3-carboxamide